C1(C=CCCCC1)=O Cyclohepta-2-en-1-one